CC1=NC=C(N1CC(CCl)O)[N+](=O)[O-] The molecule is a C-nitro compound that is 5-nitroimidazole in which the hydrogens at positions 1 and 2 are replaced by 3-chloro-2-hydroxypropyl and methyl groups, respectively. It is used in the treatment of susceptible protozoal infections and for the treatment of anaerobic bacterial infections. It has a role as an antiprotozoal drug, an antiinfective agent, an antibacterial drug, an antitrichomonal drug and an epitope. It is a member of imidazoles, a C-nitro compound, a secondary alcohol and an organochlorine compound.